Methyl (Z)-2-((tert-butoxycarbonyl)amino)-3-(1-methyl-1H-pyrazol-4-yl)acrylate C(C)(C)(C)OC(=O)N\C(\C(=O)OC)=C/C=1C=NN(C1)C